O1C(=CC=C1)C(=O)NC=1OC=C(N1)C(=O)NC1=CC(=CC=C1)NS(=O)(=O)C 2-(furan-2-carboxamido)-N-(3-(methylsulfonamido)phenyl)oxazole-4-carboxamide